[N+](=O)([O-])C1=CC=C(C=C1)CS(=O)(=O)NCCB(O)O ((((4-nitrophenyl)methyl)sulfonamido)ethyl)boronic acid